N1C=NC(=C1)C=1N=C2N(C(C1C)=O)C=C(C=C2[C@@H](C)NC2=C(C(=O)O)C=CC=C2)C (R)-2-((1-(2-(1H-imidazol-4-yl)-3,7-dimethyl-4-oxo-4H-pyrido[1,2-a]pyrimidin-9-yl)ethyl)amino)benzoic acid